4-[(S)-(2-aminophenyl)(methyl)phosphoroso]-N-[(3S)-piperidin-3-yl]-5-(trifluoromethyl)pyrimidin-2-amine NC1=C(C=CC=C1)[P@](=O)(C1=NC(=NC=C1C(F)(F)F)N[C@@H]1CNCCC1)C